CS(=O)(=O)N[C@@H]1[C@@H](N(CC1)C(=O)OCC)CC1=NC(=CC=C1)C1=CC=CC=C1 ethyl cis-3-((methylsulfonyl)amino)-2-((6-phenylpyridin-2-yl)methyl)pyrrolidine-1-carboxylate